C(=O)[C@@]12CO[C@@H](CN1C(=O)OC(C)(C)C)C2 Tert-butyl (1R,4R)-4-formyl-2-oxa-5-azabicyclo[2.2.1]heptane-5-carboxylate